(4-methoxy-6-methyl-pyrimidin-2-yl)amine COC1=NC(=NC(=C1)C)N